COC(CN1N=C(C=2CN(CCC21)C(=O)OC(C)(C)C)C)=O tert-butyl 1-(2-methoxy-2-oxoethyl)-3-methyl-6,7-dihydro-4H-pyrazolo[4,3-c]pyridine-5-carboxylate